diethylene glycol furandicarboxylate O1C(=C(C=C1)C(=O)O)C(=O)O.C(COCCO)O